N=1NN=NC1CC=1C=C(C(=O)NC2=CC=C(C=C2)C2=CC=CC=C2)C=CC1 4'-{3-[(2H-1,2,3,4-tetrazol-5-yl)methyl]benzamido}-[1,1'-biphenyl]